NC1CCN(CC1)C1=CC=C(C=C1)C1=CC(=CC(=C1)C)C(=O)N[C@H](C1=C(C=CC(=C1)F)O)C=1NC2=CC(=CC=C2C1)F (R)-4'-(4-aminopiperidine-1-yl)-N-((6-fluoro-1H-indole-2-yl)(5-fluoro-2-hydroxyphenyl)methyl)-5-methyl-[1,1'-biphenyl]-3-carboxamide